2-(2-ethoxy-5-((3-(3-hydroxypropyl)azetidin-1-yl)sulfonyl)phenyl)-5-methyl-7-propylimidazo[5,1-f][1,2,4]triazin-4(3H)-one C(C)OC1=C(C=C(C=C1)S(=O)(=O)N1CC(C1)CCCO)C1=NN2C(C(N1)=O)=C(N=C2CCC)C